methyl N-[5-[6-[[3-(2,2-difluoroethyl)phenyl]-methyl-carbamoyl]imidazo[1,2-a]pyridin-3-yl]-2-pyridyl]carbamate FC(CC=1C=C(C=CC1)N(C(=O)C=1C=CC=2N(C1)C(=CN2)C=2C=CC(=NC2)NC(OC)=O)C)F